FC(C1=CC(=NC=C1)NC)F 4-(difluoromethyl)-N-methylpyridin-2-amine